ClC1=C(C=C(C(=C1)F)N1C(N(C(=CC1=O)C(F)(F)F)C)=O)C1=NOC(C1)(C(=O)O)C 3-(2-Chloro-4-fluoro-5-(3-methyl-2,6-dioxo-4-trifluoromethyl-3,6-dihydropyrimidin-1(2H)-yl)phenyl)-5-methyl-4,5-dihydroisoxazol-5-carboxylic acid